isononanoic acid diisopropyl amide C(C)(C)N(C(CCCCCC(C)C)=O)C(C)C